C[Si](OC1=CCC2(CCN(CC2)C(=O)OC(C)(C)C)CC1)(C)C tert-butyl 9-((trimethylsilyl)oxy)-3-azaspiro[5.5]undec-8-ene-3-carboxylate